4-cyclopropyloxyphenylboronic acid C1(CC1)OC1=CC=C(C=C1)B(O)O